3-(methacryloylamino)propyl-lauryl-dimethyl-ammonium chloride [Cl-].C(C(=C)C)(=O)NCCC[N+](C)(C)CCCCCCCCCCCC